2-(2-methoxy-5-Nitropyridin-4-yl)acetic acid methyl ester COC(CC1=CC(=NC=C1[N+](=O)[O-])OC)=O